BrC1(C(C=C(C=C1)Br)C=O)C=O 2,5-dibromo-benzene-dicarbaldehyde